N[C@@H]1C2=CC(=CC=C2CC12CCN(CC2)C2=NC(=C(N=C2)SC2=C(C(=NC=C2)N)Cl)N)NC(=O)NC (S)-1-(1-amino-1'-(6-amino-5-((2-amino-3-chloropyridin-4-yl)thio)pyrazin-2-yl)-1,3-dihydrospiro[indene-2,4'-piperidin]-6-yl)-3-methylurea